((5,5-difluoro-2-methylpiperidin-3-yl)methyl)(methanesulfonyl)carbamic acid tert-butyl ester C(C)(C)(C)OC(N(S(=O)(=O)C)CC1C(NCC(C1)(F)F)C)=O